C(CCCCC(=O)O)CCC/C=C/C(=O)O The molecule is a monounsaturated straight-chain dicarboxylic acid with the double bond at C-2; a plant wound-healing hormone. It has a role as a plant hormone.